(3E)-methyl 1-(2-chloroacetyl)-2,3-dihydro-3-(methoxyphenylmethylene)-2-oxo-1H-indole-6-carboxylate ClCC(=O)N1C(/C(/C2=CC=C(C=C12)C(=O)OC)=C(\C1=CC=CC=C1)/OC)=O